α,α-difluoro-4-(trifluoromethyl)-phenylacetic acid FC(C(=O)O)(F)C1=CC=C(C=C1)C(F)(F)F